4-[(E)-3-(3,5-di-tert-butylphenyl)-3-oxo-1-propenyl]benzoic acid C(C)(C)(C)C=1C=C(C=C(C1)C(C)(C)C)C(/C=C/C1=CC=C(C(=O)O)C=C1)=O